C(C)(=O)N[C@H](CC1=CC2=CC=CC=C2C=C1)C(=O)C1C(=O)NC(C1)=O acetyl-3-(2-naphthyl)-D-alanylsuccinimide